tert-butyl ((R)-4-((1S,4S)-2-oxa-5-azabicyclo[2.2.1]heptan-5-yl)-1-(phenylthio)butan-2-yl)carbamate [C@@H]12OC[C@@H](N(C1)CC[C@H](CSC1=CC=CC=C1)NC(OC(C)(C)C)=O)C2